2-methyl-3-(1-methylethyl)phenol CC1=C(C=CC=C1C(C)C)O